(trifluoromethyl)imidazo[1,2-a]pyrazin FC(F)(F)C=1N=C2N(C=CN=C2)C1